(R)-1-(4-(4-((1-(3-(difluoromethyl)-2-fluorophenyl)ethyl)amino)-2-methyl-8,9-dihydrofuro[2,3-h]quinazolin-6-yl)-4-hydroxypiperidin-1-yl)ethanone FC(C=1C(=C(C=CC1)[C@@H](C)NC1=NC(=NC2=C3C(=C(C=C12)C1(CCN(CC1)C(C)=O)O)OCC3)C)F)F